FC(CNC(=O)C1=CC=C(N=N1)N1CCN(CC1)C(=O)OC(C)(C)C)(F)F tert-Butyl 4-[6-(2,2,2-trifluoroethylcarbamoyl)pyridazin-3-yl]piperazine-1-carboxylate